N,N-dimethyl-3-(7-morpholino-5-(3-(m-tolyl)-1H-pyrazol-1-yl)pyrazolo[1,5-a]pyrimidin-2-yl)propenamide CN(C(C=CC1=NN2C(N=C(C=C2N2CCOCC2)N2N=C(C=C2)C=2C=C(C=CC2)C)=C1)=O)C